5-{2-chloroimidazo[1,5-b]pyridazin-4-yl}-1-methyl-1H-pyrazole ClC=1C=C(C=2N(N1)C=NC2)C2=CC=NN2C